(S)-2,2-difluoro-1-phenylethyl (1-methyl-4-(6-methyl-5-(methyl-sulfonamido)pyridin-2-yl)-1H-1,2,3-triazol-5-yl)carbamate CN1N=NC(=C1NC(O[C@H](C(F)F)C1=CC=CC=C1)=O)C1=NC(=C(C=C1)NS(=O)(=O)C)C